ClC=1C=C(C=CC1)C(OC(=O)N[C@H](C(=O)N[C@H](C(=O)OC)C[C@H]1C(NCC1)=O)CC1CCCCC1)C1(CC1)C1=CC(=CC=C1)Cl methyl (2S)-2-((2S)-2-((((3-chlorophenyl)(1-(3-chlorophenyl)cyclopropyl) methoxy) carbonyl) amino)-3-cyclohexylpropanamido)-3-((S)-2-oxopyrrolidin-3-yl)propanoate